4-methyl-1-(4-nitrophenyl)-1H-pyrazole CC=1C=NN(C1)C1=CC=C(C=C1)[N+](=O)[O-]